C(C)(C)(C)OC(=O)N[C@@H](/C=C/C(=O)OC)CC1=CC=CC=C1 Methyl (R,E)-4-((tert-butoxycarbonyl)amino)-5-phenylpent-2-enoate